tert-butyl (1-((2-(2,6-dioxopiperidin-3-yl)-1,3-dioxoisoindolin-4-yl)oxy)-2-oxo-6,9,12-trioxa-3-azatetradecan-14-yl)carbamate O=C1NC(CCC1N1C(C2=CC=CC(=C2C1=O)OCC(NCCOCCOCCOCCNC(OC(C)(C)C)=O)=O)=O)=O